5-(tert-butyl)-N-(4-(6-(4-(9-(4-((2,6-dioxopiperidin-3-yl)oxy)benzamido)nonanoyl)piperazin-1-yl)pyrrolo[2,1-f][1,2,4]triazin-4-yl)-2-methylbenzyl)-1,2,4-oxadiazole-3-carboxamide C(C)(C)(C)C1=NC(=NO1)C(=O)NCC1=C(C=C(C=C1)C1=NC=NN2C1=CC(=C2)N2CCN(CC2)C(CCCCCCCCNC(C2=CC=C(C=C2)OC2C(NC(CC2)=O)=O)=O)=O)C